NC=1SC(=CN1)C(=O)NC1=C(C=C(C(=C1)C(NC1=NC=C(C=C1)C1(CC1)C#N)=O)F)C 2-Amino-N-[5-[[5-(1-cyanocyclopropyl)pyridin-2-yl]carbamoyl]-4-fluoro-2-methylphenyl]-1,3-thiazole-5-carboxamide